CN(CCN(C1=C(C=C(C(=C1)OC)NC1=NC=NC(=C1)N1OCC[C@@H]1C1=CC=C(C=C1)F)NC(C=C)=O)C)C N-(2-((2-(dimethylamino)-ethyl)(methyl)amino)-5-((6-((R)-3-(4-fluorophenyl)isoxazolidine-2-yl)pyrimidine-4-yl)amino)-4-methoxyphenyl)acrylamide